1,2,4,5-O-tetranonanoyl-sorbitol C(CCCCCCCC)(=O)C(O)[C@](O)([C@@H](O)[C@](O)([C@H](OC(CCCCCCCC)=O)CO)C(CCCCCCCC)=O)C(CCCCCCCC)=O